2-(4-morpholino)-8-phenyl-4H-1-benzopyran-4-one C1COCCN1C2=CC(=O)C3=C(O2)C(=CC=C3)C4=CC=CC=C4